C(C)(=O)C1=NN(C2=CC=C(C=C12)C=1C=NC=2N(C1)N=C(C2)C)CC(=O)N2[C@@H]1C[C@@H]1C[C@H]2C(=O)NC2=NC(=CC=C2)OC(F)(F)F (1R,3S,5R)-2-(2-(3-acetyl-5-(2-methylpyrazolo[1,5-a]pyrimidin-6-yl)-1H-indazol-1-yl)acetyl)-N-(6-(trifluoromethoxy)pyridin-2-yl)-2-azabicyclo[3.1.0]hexane-3-carboxamide